CN1C=C(C=2C(N(C=C(C21)C)C)=O)C(=O)NC2(CCC2)C2=CC=CC=C2 1,5,7-trimethyl-4-oxo-N-(1-phenylcyclobutyl)-4,5-dihydro-1H-pyrrolo[3,2-c]pyridine-3-carboxamide